4-((3R,4s,5S)-4-(4-(3-fluoro-1H-pyrrolo[2,3-b]pyridin-4-yl)-2-methylphenyl)-4-hydroxy-3,5-dimethylpiperidin-1-yl)tetrahydro-2H-thiopyran 1,1-dioxide FC1=CNC2=NC=CC(=C21)C2=CC(=C(C=C2)C2([C@@H](CN(C[C@@H]2C)C2CCS(CC2)(=O)=O)C)O)C